N1C(OC2=C1C1=CC=CC=C1C=C2)=O naphthoxazolone